methyl 2-methyl-3-bromo-5-nitrobenzoate CC1=C(C(=O)OC)C=C(C=C1Br)[N+](=O)[O-]